C(C)(C)(C)OC(=O)N1[C@H]2CN(C[C@@H]1CC2)C2=NC(=NC1=C(C(=C(C=C21)C(F)(F)F)C2=CC=CC=1SC(=CC12)NC(=O)OC(C)(C)C)F)F (1R,5S)-3-(7-(2-((tert-butoxycarbonyl)amino)benzo[b]thiophen-4-yl)-2,8-difluoro-6-(trifluoromethyl)quinazoline-4-yl)-3,8-diazabicyclo[3.2.1]octane-8-carboxylic acid tert-butyl ester